FC=1C=C(CN2CCN3C2=NC(C2=C3C(CN(C2)CC=2C=C(C#N)C=CC2)(F)F)=O)C=CC1F 3-((3-(3,4-difluorobenzyl)-9,9-difluoro-5-oxo-1,2,3,5,8,9-hexahydroimidazo[1,2-a]pyrido[3,4-e]pyrimidin-7(6H)-yl)methyl)benzonitrile